COC1=CC=C(CN(C=2C=CC(=C(C=O)C2)C(F)(F)F)CC2=CC=C(C=C2)OC)C=C1 5-(bis(4-methoxybenzyl)amino)-2-(trifluoromethyl)benzaldehyde